C(C)(C)(C)OC(=O)N1[C@H](CCC1)C(NC=1SC2=C(N1)C=CC1=CC=CC=C12)=O.COC1=CC=C2NC=C(CCN)C2=C1 5-methoxytryptamine tert-Butyl-(R)-2-(naphtho[2,1-d]thiazol-2-ylcarbamoyl)pyrrolidine-1-carboxylate